ClC=1C=C(C=NC1Cl)N 5,6-dichloropyridin-3-amine